7-Chloro-3-[(2S)-morpholin-2-yl]-1H-indazole ClC=1C=CC=C2C(=NNC12)[C@@H]1CNCCO1